5-(5,5-difluoro-2-methylpiperidin-1-yl)pentanoic acid FC1(CCC(N(C1)CCCCC(=O)O)C)F